O=C1N(CC2=CC=C(C=C12)NC(C=C)=O)[C@@H]1C[C@@H](CCC1)NC1=NC=C(C=N1)C(F)(F)F N-(3-Oxo-2-((1S,3R)-3-((5-(trifluoromethyl)pyrimidin-2-yl)amino)cyclohexyl)isoindolin-5-yl)acrylamide